C1(=CC=CC=C1)[S+](C1=C(C(=C(C(=C1F)F)F)F)F)C1=CC=CC=C1 diphenyl-(pentafluorophenyl)sulfonium